C(C)OC(=O)C1=C(C2=C(CCCC3=C2N=C(N=C3)N[C@@H]3CNCCC3)N1)C (S)-10-methyl-2-(piperidin-3-ylamino)-5,6,7,8-tetrahydropyrrolo[2',3':6,7]cyclohepta[1,2-d]pyrimidine-9-carboxylic acid ethyl ester